BrC1=CC=C(CC2=NNC(C3=CC(=C(C=C23)OC)OC)=O)C=C1 4-(4-bromobenzyl)-6,7-dimethoxyphthalazin-1(2H)-one